COC=1C=C2C(=NC(=NC2=CC1O)NC1=C(C=C(C=C1)N1CCN(CC1)C(=O)OC(C)(C)C)OC)C(F)(F)F 6-methoxy-7-hydroxy-N-(2-methoxy-4-(4-(tert-butoxycarbonyl)piperazin-1-yl)phenyl)-4-trifluoromethylquinazolin-2-amine